N-[1-(1H-indol-3-ylmethyl)pentyl]-2-(4-pyrimidin-4-ylpiperazin-1-yl)thiazole-5-carboxamide N1C=C(C2=CC=CC=C12)CC(CCCC)NC(=O)C1=CN=C(S1)N1CCN(CC1)C1=NC=NC=C1